C(C)(C)(C)C=1C=C(NN1)NC(=O)NC1=CC=C(C=C1)N1C=NC2=C1C=CC(=C2)OC2=NSN=C2N2CCOCC2 1-(5-tert-butyl-2H-pyrazol-3-yl)-3-{4-[5-(4-morpholin-4-yl-[1,2,5]thiadiazole-3-yloxy)-benzimidazol-1-yl]-phenyl}-urea